OC(C)(C)C=1C=C(C=CC1C)S(=O)(=O)N 3-(2-hydroxypropan-2-yl)-4-methylbenzenesulfonamide